C(=C)C=1C=C2COCC2=CC1 5-vinyl-1,3-dihydroisobenzofuran